6-(3-chloro-6-cyano-2-fluorophenyl)-3-methyl-N-(1-((S or R)-1-(5-methyl-6-((1R,5S)-2-oxo-3-azabicyclo[3.1.0]hex-3-yl)pyridazin-3-yl)ethyl)-1H-pyrazol-4-yl)pyrazine-2-carboxamide ClC=1C(=C(C(=CC1)C#N)C1=CN=C(C(=N1)C(=O)NC=1C=NN(C1)[C@@H](C)C=1N=NC(=C(C1)C)N1C([C@@H]2C[C@@H]2C1)=O)C)F |o1:23|